COC=1C=C(C=O)C=CC1OC(CC=C)CCCCCCCCC=C 3-methoxy-4-(tetradec-1,13-dien-4-yloxy)benzaldehyde